NC([C@H](CO)NC(=O)C1=C(OC2=C1C=C(C=C2)OCC=2C(=NC=CC2)OC)C)=O (S)-N-(1-amino-3-hydroxy-1-oxopropan-2-yl)-5-((2-methoxypyridin-3-yl)methoxy)-2-methylbenzofuran-3-carboxamide